5-[3-(2-Methyl-2H-tetrazol-5-yl)phenyl]-5,8,9,10-tetrahydroindeno[5,4-b][1,4]diazepine-2,4(1H,3H)-dione CN1N=C(N=N1)C=1C=C(C=CC1)N1C2=C(NC(CC1=O)=O)C=1CCCC1C=C2